OC1(CC[C@@]2([C@H]3CC[C@@]4([C@H](CC[C@H]4[C@@H]3CC[C@@H]2C1)C(C)=O)C)C)COC 1-((5R,8R,9S,10S,13S,14S,17S)-3-hydroxy-3-(methoxymethyl)-10,13-dimethylhexadecahydro-1H-cyclopenta[a]phenanthren-17-yl)ethan-1-one